(bis(2-hydroxyethyl)-amino)acetic acid OCCN(CCO)CC(=O)O